N-(6-(1,4-dimethyl-1H-1,2,3-triazol-5-yl)-1-methyl-4-(phenyl-(tetrahydro-2H-pyran-4-yl)methyl)-1,4-dihydropyrazolo[3',4':4,5]Pyrrolo[3,2-b]Pyridin-3-yl)acetamide CN1N=NC(=C1C=1C=C2C(=NC1)C1=C(N2C(C2CCOCC2)C2=CC=CC=C2)C(=NN1C)NC(C)=O)C